N-(4-(4-amino-7-(6,7-dihydro-5H-pyrrolo[1,2-a]imidazol-2-yl)-3-(3-fluoro-4-((4-methylpyrimidin-2-yl)oxy)phenyl)thieno[3,2-c]pyridin-2-yl)-3-methylphenyl)methacrylamide NC1=NC=C(C2=C1C(=C(S2)C2=C(C=C(C=C2)NC(C(=C)C)=O)C)C2=CC(=C(C=C2)OC2=NC=CC(=N2)C)F)C=2N=C1N(C2)CCC1